FC(OC=1C=CC(=C(C1)N1C(C(C2=CC(=CC=C12)C(=O)N[C@@]1(NS(C=CC1)(=O)=O)C)(C)C)=O)F)F 1-[5-(difluoromethoxy)-2-fluoro-phenyl]-3,3-dimethyl-N-[(3R)-3-methyl-1,1-dioxo-thiazin-3-yl]-2-oxo-indoline-5-carboxamide